C(C)N1C(=CC2=CC(=CC=C12)C)C1=NC2=C(N1C)C=CC(=C2)C(=O)N2CC(CCC2)NC(OC(C)(C)C)=O 1,1-Dimethylethyl (1-{[2-(1-ethyl-5-methyl-1H-indol-2-yl)-1-methyl-1H-benzimidazol-5-yl]carbonyl}-3-piperidinyl)carbamate